4-(3-(3-((tert-butylamino)methyl)azetidine-1-carbonyl)-4-fluorobenzyl)phthalazin-1(2H)-one C(C)(C)(C)NCC1CN(C1)C(=O)C=1C=C(CC2=NNC(C3=CC=CC=C23)=O)C=CC1F